N1(C=NC2=C1C=CC=C2)C2=CC=C(C=C2)NC(=O)NC=2SC=CN2 1-(4-benzimidazol-1-yl-phenyl)-3-thiazol-2-yl-urea